benzyl N-methyl-N-[2-[(1-methylimidazol-4-yl)methoxy]ethyl]carbamate CN(C(OCC1=CC=CC=C1)=O)CCOCC=1N=CN(C1)C